3-(1-methyl-7-(((6s,7s)-6-methyl-2-azaspiro[3.5]non-7-yl)amino)-1H-indazol-3-yl)piperidine-2,6-dione CN1N=C(C2=CC=CC(=C12)N[C@@H]1[C@H](CC2(CNC2)CC1)C)C1C(NC(CC1)=O)=O